2-[2-[2-[2-[2-[5-[[4-[6-(4-tert-butoxycarbonyl-3-ethyl-piperazin-1-yl)-3-pyridyl]pyrimidin-2-yl]amino]-2,3-dimethoxy-phenoxy]ethoxy]ethoxy]ethoxy]ethoxy]acetic acid C(C)(C)(C)OC(=O)N1C(CN(CC1)C1=CC=C(C=N1)C1=NC(=NC=C1)NC=1C=C(C(=C(OCCOCCOCCOCCOCC(=O)O)C1)OC)OC)CC